C1(=CC=CC=C1)N1C=NN=C1C1=CC=C(C=C1)C(C)(C)C 4-phenyl-5-(4-tert-butyl-phenyl)-1,2,4-triazole